S1(CC[C@@H]2N1CCNC2)(=O)=O (S)-hexahydro-2H-isothiazolo[2,3-a]pyrazine 1,1-dioxide